FC1=CC(=CC2=CN(N=C12)C)C1=CC2=C(C=N1)N=C(S2)NC2CC1CCC(C2)N1C 6-(7-fluoro-2-methyl-2H-indazol-5-yl)-N-[(3-exo)-8-methyl-8-azabicyclo[3.2.1]oct-3-yl][1,3]thiazolo[4,5-c]pyridin-2-amine